CC(C)C1=CC=CC(=C1)C(C)C 1,5-bis(2-propyl)benzene